N'-(2-chloroacetyl)-6-(1,4-oxazinan-4-yl)-1,2-diazine-3-carbohydrazide ClCC(=O)NNC(=O)C=1N=NC(=CC1)N1CCOCC1